(1S,3aR,6aS)-2-((R)-5,5,5-trifluoro-2-((2,4,6-trifluorophenyl)amino)pentanoyl)octahydrocyclopenta[c]pyrrole-1-carboxylic acid FC(CC[C@H](C(=O)N1[C@@H]([C@@H]2[C@H](C1)CCC2)C(=O)O)NC2=C(C=C(C=C2F)F)F)(F)F